CC[C@@H](/C=C/C=C\C[C@H](/C=C/C=C/C=C\[C@H](CCCC(=O)O)O)O)O 5S,12R,18S-trihydroxy-6Z,8E,10E,14Z,16E-eicosapentaenoic acid